9,9'-(5-(4,6-diphenyl-1,3,5-triazin-2-yl)-1,3-phenylene)bis(3,6-bis(dibenzo[b,d]thiophen-4-yl)-9H-carbazole) C1(=CC=CC=C1)C1=NC(=NC(=N1)C1=CC=CC=C1)C=1C=C(C=C(C1)N1C2=CC=C(C=C2C=2C=C(C=CC12)C1=CC=CC2=C1SC1=C2C=CC=C1)C1=CC=CC2=C1SC1=C2C=CC=C1)N1C2=CC=C(C=C2C=2C=C(C=CC12)C1=CC=CC2=C1SC1=C2C=CC=C1)C1=CC=CC2=C1SC1=C2C=CC=C1